C(C)C1=NC=2CCCCC2C(N1CC1=NOC(=C1)C1=C(C#N)C=CC(=C1)O)=O 2-(3-((2-ethyl-4-oxo-5,6,7,8-tetrahydroquinazolin-3(4H)-yl)methyl)isoxazol-5-yl)-4-hydroxybenzonitrile